NCCCC(=O)Cl gamma-aminobutyric acid, Chloride